6-(6-cyclohexylamino)purine C1CCCCC1NC1=C2NC=NC2=NC=N1